N[C@H]([C@H](CC(=O)O)O)CC(C)C 4-(S)-amino-3-(S)-hydroxy-6-methyl-heptanoic acid